BrC1=CC=C(C=C1)C(C)(C)N1CCN(CC1)S(=O)(=O)C1=CC=C(C)C=C1 1-(2-(4-bromophenyl)propan-2-yl)-4-tosylpiperazine